(1-(Piperidinylmethyl)cyclopropyl)methanol N1(CCCCC1)CC1(CC1)CO